tert-butyl (2R,3S,4S)-4-[(tert-butoxycarbonyl)oxy]-3-({[2-(diethylamino)ethyl]carbamoyl}oxy)-2-[(4-methoxyphenyl)methyl]pyrrolidine-1-carboxylate C(C)(C)(C)OC(=O)O[C@@H]1[C@H]([C@H](N(C1)C(=O)OC(C)(C)C)CC1=CC=C(C=C1)OC)OC(NCCN(CC)CC)=O